2-[(1R*,2S*)-2-(4-chlorophenyl)-2-hydroxy-1-(oxan-4-yl)ethyl]-6-[5-(difluoromethyl)-1,3,4-oxadiazol-2-yl]-2,3-dihydro-1H-isoindol-1-one ClC1=CC=C(C=C1)[C@@H]([C@@H](C1CCOCC1)N1C(C2=CC(=CC=C2C1)C=1OC(=NN1)C(F)F)=O)O |o1:7,8|